COC=1C=C(C=CC1OCC1=C(C=C(C=C1)CC=C)C(F)(F)F)C1C=2C(NC(C1)=O)=NNC2 4-(3-methoxy-4-{[4-(prop-2-en-1-yl)-2-(trifluoromethyl)phenyl]Methoxy}phenyl)-2H,4H,5H,6H,7H-pyrazolo[3,4-b]Pyridin-6-one